5,6-dichloro-N-(2-chloro-5-(trifluoromethyl)pyrimidin-4-yl)benzo[d]thiazol-2-amine ClC=1C(=CC2=C(N=C(S2)NC2=NC(=NC=C2C(F)(F)F)Cl)C1)Cl